5-(tert-butyl)-N-(4-(6-morpholinopyrazolo[1,5-a]pyrazin-4-yl)benzyl)-1,3,4-oxadiazole-2-carboxamide C(C)(C)(C)C1=NN=C(O1)C(=O)NCC1=CC=C(C=C1)C=1C=2N(C=C(N1)N1CCOCC1)N=CC2